C1(=CC=CC=C1)S(=O)(=O)N1C=CC=2C=C3C(=CC12)OCO3 5-(benzenesulfonyl)-[1,3]dioxolo[4,5-f]indole